C(C=C)SC1=CC(=CC(=C1)SCC=C)SCC=C 1,3,5-tris(allylsulfanyl)benzene